FC=1C=C(C=C(C1)OC)C=1C=NC2=CC=C(C=C2C1N1CCC(CC1)O)C1=C(C(=CC(=C1O)F)F)F 1-[3-(3-Fluoro-5-methoxyphenyl)-6-(2,3,5-trifluoro-6-hydroxyphenyl)chinolin-4-yl]piperidin-4-ol